CC1=C(C=C(C=C1)NC(=O)C1NCCCCC1)C(N[C@H](C)C1=CC=CC2=CC=CC=C12)=O N-(4-methyl-3-(((R)-1-(naphthalen-1-yl)ethyl)carbamoyl)phenyl)azepane-2-carboxamide